BrC=1C=C(C(=NC1)OC1=C(C=C(C=C1)F)OC)C(=O)O 5-bromo-2-(4-fluoro-2-methoxy-phenoxy)pyridine-3-carboxylic acid